7-Hydroxy-8-(4-(3-(methyl(2-(4-methylpiperazin-1-yl)ethyl)amino)propyl)phenyl)-2,2-diphenyl-6H-[1,3]dioxolo[4,5-h]chromen-6-one OC1=C(OC=2C3=C(C=CC2C1=O)OC(O3)(C3=CC=CC=C3)C3=CC=CC=C3)C3=CC=C(C=C3)CCCN(CCN3CCN(CC3)C)C